CN1C=C(C2=CC(=CC=C12)NC1=CC=C(C=C1)N1CCC(CC1)C(F)(F)F)C(=O)N 1-Methyl-5-((4-(4-(trifluoromethyl)piperidin-1-yl)phenyl)amino)-1H-indole-3-carboxamide